CC1(COC1)CNC1=C2C(=NC(=C1)N)C=C(S2)C2=CC=NN2 N7-((3-methyloxetan-3-yl)methyl)-2-(1H-pyrazol-5-yl)thieno[3,2-b]pyridine-5,7-diamine